(2,6-bis(piperazin-1-ylmethyl)pyridin) chlorid [Cl-].N1(CCNCC1)CC1=NC(=CC=C1)CN1CCNCC1